COC1=CC=C(C=C1)CCNS(=O)(=O)C1=CC=C(C)C=C1 N-((4-methoxyphenyl)ethyl)p-toluenesulfonamide